N-(2-cyano-6-methylphenyl)-N-methylmethacrylamide C(#N)C1=C(C(=CC=C1)C)N(C(C(=C)C)=O)C